2-((3-(difluoromethyl)-1-methyl-1H-pyrazol-5-yl)oxy)-1-(3,5-dimethoxyphenyl)ethan-1-one-O-methyloxime CON=C(COC1=CC(=NN1C)C(F)F)C1=CC(=CC(=C1)OC)OC